N-allyl-N-(benzothiazole-2-sulfonyl)acetamide Methyl-(3S,6S,9R,10aR)-6-{[(tert-butoxy)carbonyl]amino}-9-hydroxy-5-oxo-decahydropyrrolo[1,2-a]azocine-3-carboxylate COC(=O)[C@@H]1CC[C@H]2N1C([C@H](CC[C@H](C2)O)NC(=O)OC(C)(C)C)=O.C(C=C)N(C(C)=O)S(=O)(=O)C=2SC1=C(N2)C=CC=C1